C1(CC2C(CC1)O2)CCC[Si](OCC(C)C)(OCC(C)C)OCC(C)C 3-(3,4-Epoxycyclohexyl)propyltri(isobutoxy)silan